2-(3-Fluoro-4-(4-methylpiperazin-1-yl)phenyl)-6-isopropyl-5-(8-methyl-[1,2,4]triazolo[1,5-a]pyridin-6-yl)-4H-thieno[3,2-b]pyrrole FC=1C=C(C=CC1N1CCN(CC1)C)C1=CC=2NC(=C(C2S1)C(C)C)C=1C=C(C=2N(C1)N=CN2)C